(4-(((tetrahydro-2H-pyran-2-yl)oxy)methyl)phenyl)methanamine O1C(CCCC1)OCC1=CC=C(C=C1)CN